oleoyl-amine hydrochloride Cl.C(CCCCCCC\C=C/CCCCCCCC)(=O)N